2-(4-(2-(5-fluoro-2-methylpyridin-4-yl)-3-isopropyl-1H-indol-5-yl)piperidin-1-yl)-N-methylacetamide FC=1C(=CC(=NC1)C)C=1NC2=CC=C(C=C2C1C(C)C)C1CCN(CC1)CC(=O)NC